C1(CCCCC1)NC[Si](OCC)(OCC)OCC Cyclohexylaminomethyltrieth-oxysilan